(1,4-diazabicyclo[3.2.2]nonan-4-yl)(3-(cyclopentyloxy)-5,6-dihydrocyclopenta[c]pyrazol-1(4H)-yl)methanone N12CCN(C(CC1)CC2)C(=O)N2N=C(C1=C2CCC1)OC1CCCC1